4-[[5-(4,4-difluoro-1-piperidyl)-2-pyridyl]amino]-2-[2-fluoro-5-methoxy-4-(piperidine-1-carbonyl)phenyl]-6H-1,6-naphthyridin-5-one FC1(CCN(CC1)C=1C=CC(=NC1)NC1=CC(=NC=2C=CNC(C12)=O)C1=C(C=C(C(=C1)OC)C(=O)N1CCCCC1)F)F